[N+](=O)([O-])C1=C(C=C(C=C1)OC1=C(C(=C(C(=C1F)F)C(F)(F)F)F)F)S(=O)(=O)N 2-nitro-5-(2,3,5,6-tetrafluoro-4-(trifluoromethyl)phenoxy)benzenesulfonamide